3-(4-((8-(4-(4-(6-amino-5-((R)-1-(2,6-dichloro-3-fluorophenyl)ethoxy)pyridin-3-yl)-1H-pyrazol-1-yl)piperidin-1-yl)octyl)amino)-1-oxoisoindolin-2-yl)piperidine-2,6-dione NC1=C(C=C(C=N1)C=1C=NN(C1)C1CCN(CC1)CCCCCCCCNC1=C2CN(C(C2=CC=C1)=O)C1C(NC(CC1)=O)=O)O[C@H](C)C1=C(C(=CC=C1Cl)F)Cl